4-methyl-4,5,6,7-tetrahydrothiazolo[4,5-c]pyridine CC1NCCC2=C1N=CS2